1-[2-[2-(8-chloro-4-oxo-chromen-2-yl)-5-(trifluoromethyl)phenoxy]ethyl]imidazolidin-2-one ClC=1C=CC=C2C(C=C(OC12)C1=C(OCCN2C(NCC2)=O)C=C(C=C1)C(F)(F)F)=O